methyl 5-[(tert-butoxycarbonyl)amino]-3-methylimidazole-4-carboxylate C(C)(C)(C)OC(=O)NC1=C(N(C=N1)C)C(=O)OC